methyl 5-[5-(2-{[2-(2-amino-6-bromo-1,3-benzodiazol-1-yl) ethyl] (2,2,2-trifluoroethyl) amino} ethoxy)-1-methylpyrazol-4-yl]-1-methyl-6-oxopyridine-3-carboxylate NC1=NC2=C(N1CCN(CCOC1=C(C=NN1C)C1=CC(=CN(C1=O)C)C(=O)OC)CC(F)(F)F)C=C(C=C2)Br